N-(3-bromo-2-methylphenyl)acetamide BrC=1C(=C(C=CC1)NC(C)=O)C